C(C1=CC=CC=C1)N1N=CC(=C1)NC(C1=CC(=CC=C1)C1=CC=C2C(=N1)N=NN2C(C2=CC=CC=C2)(C2=CC=CC=C2)C2=CC=CC=C2)=O N-(1-benzyl-1H-pyrazol-4-yl)-3-(1-trityl-1H-[1,2,3]triazolo[4,5-b]pyridin-5-yl)benzamide